BrC1=C(C=C2C(=CC(=NC2=C1F)OC[C@H](C)OC)Cl)I 7-bromo-4-chloro-8-fluoro-6-iodo-2-[(2S)-2-methoxypropoxy]quinoline